N,N'-biscarboxyl-N,N'-bis(2,2,6,6-tetramethyl-4-piperidinyl)-hexamethylenediamine C(=O)(O)N(CCCCCCN(C1CC(NC(C1)(C)C)(C)C)C(=O)O)C1CC(NC(C1)(C)C)(C)C